N,N-diethyl-(3'-methoxyphenoxyethyl)benzyl-ammonium chloride [Cl-].C(C)[N+](CC)(CC1=CC=CC=C1)CCOC1=CC(=CC=C1)OC